O=C1NC2(C(N1C1=CC=C(C=C1)C(F)(F)F)=O)CCN(CC2)C(=O)OC(C)(C)C tert-butyl 2,4-dioxo-3-(4-(trifluoromethyl)phenyl)-1,3,8-triazaspiro[4.5]decane-8-carboxylate